6-C-beta-D-Glucopyranosylapigenin [C@@H]1([C@H](O)[C@@H](O)[C@H](O)[C@H](O1)CO)C1=C(C=2C(C=C(OC2C=C1O)C1=CC=C(O)C=C1)=O)O